FC=1C=CC=C2CCN(C12)C(=O)C1=CC=C2C=CC(=CC2=C1)N1C(NC(CC1)=O)=O 1-(7-(7-fluoroindoline-1-carbonyl)naphthalen-2-yl)dihydropyrimidine-2,4(1H,3H)-dione